2-(4-methoxyphenyl)benzo[d][1,2]selenazol-3(2H)-one COC1=CC=C(C=C1)N1[Se]C2=C(C1=O)C=CC=C2